CC1=C(C2=C(C(N(C=C2C#CC(C(F)(F)F)(C2=CC=CC=C2)O)C)=O)N1)C=1OC=NN1 2,6-dimethyl-3-(1,3,4-oxadiazol-2-yl)-4-(4,4,4-trifluoro-3-hydroxy-3-phenyl-but-1-ynyl)-1H-pyrrolo[2,3-c]pyridin-7-one